N1CCC(CCC1)CS(=O)(=O)[O-] azepan-4-ylmethanesulfonate